4-(4-methyl-piperazin-1-yl)-N-{6-[2-(4-trifluoromethyl-benzyloxy)-ethoxy]-1H-indazol-3-yl}-benzamide hemioxalate salt C(C(=O)O)(=O)O.CN1CCN(CC1)C1=CC=C(C(=O)NC2=NNC3=CC(=CC=C23)OCCOCC2=CC=C(C=C2)C(F)(F)F)C=C1.CN1CCN(CC1)C1=CC=C(C(=O)NC2=NNC3=CC(=CC=C23)OCCOCC2=CC=C(C=C2)C(F)(F)F)C=C1